1-[2,4-dichloro-5-[[5-(trifluoromethyl)-2-pyridyl]oxy]phenyl]-3-[(1S)-1-(2-pyrimidin-2-yl-1,2,4-triazol-3-yl)ethyl]urea ClC1=C(C=C(C(=C1)Cl)OC1=NC=C(C=C1)C(F)(F)F)NC(=O)N[C@@H](C)C=1N(N=CN1)C1=NC=CC=N1